(R)-N-(3,3-difluoro-1-(oxetan-3-yl)piperidin-4-yl)-5-(1-(2,2-difluoroethyl)-2-methyl-1H-benzo[d]imidazol-6-yl)-6-fluoro-4-(methoxy-d3)pyrrolo[2,1-f][1,2,4]triazin-2-amine FC1(CN(CC[C@H]1NC1=NN2C(C(=N1)OC([2H])([2H])[2H])=C(C(=C2)F)C=2C=CC1=C(N(C(=N1)C)CC(F)F)C2)C2COC2)F